3-bromo-1,1-difluoropropan-2-one BrCC(C(F)F)=O